NC=1C=C(C=CC1)S(=O)(=O)N1C=C(C=C1C1=C(C=C(C=C1)F)F)CN(C(OC(C)(C)C)=O)C tert-butyl N-{[1-(3-aminobenzenesulfonyl)-5-(2,4-difluorophenyl)-1H-pyrrol-3-yl] methyl}-N-methylcarbamate